4-[4-[2-(cyclopropylmethoxy)thiazol-4-yl]-2,6-difluoro-phenoxy]butanoic acid C1(CC1)COC=1SC=C(N1)C1=CC(=C(OCCCC(=O)O)C(=C1)F)F